3-(2-chlorophenyl)-1-phenylprop-2-yn-1-one ClC1=C(C=CC=C1)C#CC(=O)C1=CC=CC=C1